C(C)(C)(C)OC(=O)N1C(CCCC1)N(C=1C=NC(=CC1)[N+](=O)[O-])C(=O)OC(C)(C)C ((tert-butoxycarbonyl)(6-nitropyridin-3-yl)amino)piperidine-1-carboxylic acid tert-butyl ester